5-((morpholino(((S)-1-oxo-1-propoxypropan-2-yl)amino)phosphoryl)methyl)benzo[b]thiophene-2-carboxylic acid O1CCN(CC1)P(=O)(N[C@H](C(OCCC)=O)C)CC1=CC2=C(SC(=C2)C(=O)O)C=C1